2-[[4-[4,5-dihydro-5-(trifluoromethyl)-5-[3-(trifluoro-methyl)phenyl]-3-isoxazolyl]furo[2,3-c]pyridin-7-yl]methyl]-1H-isoindole-1,3(2H)-dione FC(C1(CC(=NO1)C1=C2C(=C(N=C1)CN1C(C3=CC=CC=C3C1=O)=O)OC=C2)C2=CC(=CC=C2)C(F)(F)F)(F)F